N2-(4-(cyclopropylsulfonyl)-2-fluorophenyl)-5-methoxy-N4-(4-methoxybenzyl)-N4-(5-methyl-1-(tetrahydro-2H-pyran-2-yl)-1H-pyrazol-3-yl)-6-(1-methyl-1H-pyrazol-4-yl)pyrimidine-2,4-diamine C1(CC1)S(=O)(=O)C1=CC(=C(C=C1)NC1=NC(=C(C(=N1)N(C1=NN(C(=C1)C)C1OCCCC1)CC1=CC=C(C=C1)OC)OC)C=1C=NN(C1)C)F